2-(2-((1R,6S)-3-oxabicyclo[4.1.0]heptan-6-yl)-2H-pyrazolo[3,4-b]pyrazin-6-yl)-3-methyl-5-(trifluoromethyl)phenol [C@@H]12COCC[C@]2(C1)N1N=C2N=C(C=NC2=C1)C1=C(C=C(C=C1C)C(F)(F)F)O